C(C)(C)(C)N(C(=O)OC[C@H](C1=CC=C(C=C1)C)N)C1=CC(=CC=C1)CN1N=CC2=C(N(C=3C=CC(=CC23)OC)C)C1=O (S)-2-amino-2-(p-tolyl)ethan-1-ol tert-butyl-(3-((8-methoxy-5-methyl-4-oxo-4,5-dihydro-3H-pyridazino[4,5-b]indol-3-yl)methyl)phenyl)carbamate